C(C)(C)(C)OC(=O)N[C@@H]1CN(C[C@@H](C1)C)C1=CC(=NC=C1[N+](=O)[O-])N(C(OC(C)(C)C)=O)C tert-butyl (4-((3S,5R)-3-((tert-butoxycarbonyl)amino)-5-methylpiperidin-1-yl)-5-nitropyridin-2-yl)(methyl)Carbamate